potassium glutamate sulfate S(=O)(=O)([O-])O.N[C@@H](CCC(=O)O)C(=O)O.[K+]